NN1C(C2=CC=CC=C2C2(C1)CC2)=O Amino-2',3'-dihydro-1'H-spiro[cyclopropane-1,4'-isoquinoline]-1'-one